heptacosan-1-yl nervonate C(CCCCCCCCCCCCC\C=C/CCCCCCCC)(=O)OCCCCCCCCCCCCCCCCCCCCCCCCCCC